5-([2,3'-bipyridyl]-4-yloxy)pyridin-2-amine N1=C(C=C(C=C1)OC=1C=CC(=NC1)N)C=1C=NC=CC1